C(C)OC(=O)C=1C=C(N2C=CC=C(C12)F)C(C1=CC=C(C=C1)Br)=O 3-(4-bromobenzoyl)-8-fluoroindolizine-1-carboxylic acid ethyl ester